1-(methoxymethyl)-4-nitro-3-(oxetan-3-yloxy)-1H-pyrazole COCN1N=C(C(=C1)[N+](=O)[O-])OC1COC1